2-{2-ethyl-5,8-dioxo-6-[(3S)-pyrrolidin-3-yl]-5,6,7,8-tetrahydro-4H-pyrazolo[1,5-a]pyrrolo[3,4-d]pyrimidin-4-yl}-N-(5-fluoropyridin-2-yl)acetamide C(C)C1=NN2C(N(C3=C(C2=O)CN(C3=O)[C@@H]3CNCC3)CC(=O)NC3=NC=C(C=C3)F)=C1